N-(5-(((5-(tert-butyl)oxazol-2-yl)methyl)thio)thiazol-2-yl)-1-(2-((2,6-dioxopiperidin-3-yl)amino)benzyl)piperidine-4-carboxamide C(C)(C)(C)C1=CN=C(O1)CSC1=CN=C(S1)NC(=O)C1CCN(CC1)CC1=C(C=CC=C1)NC1C(NC(CC1)=O)=O